(R)-N2-(3-chloro-4-fluorophenyl)-N4-(1-(thiophen-2-yl)ethyl)quinazoline-2,4-diamine ClC=1C=C(C=CC1F)NC1=NC2=CC=CC=C2C(=N1)N[C@H](C)C=1SC=CC1